NC=1SC=2N=C(N=CC2N1)N(C(=O)NC=1C=NC=CC1)CCN1CCOCC1 1-(2-aminothiazolo[5,4-d]pyrimidin-5-yl)-1-[2-(4-morpholinyl)ethyl]-3-(pyridin-3-yl)urea